[Si](C1=CC=CC=C1)(C1=CC=CC=C1)(C(C)(C)C)OCCN(C(OC(C)(C)C)=O)CCOCCCC=C tert-butyl (2-((tert-butyldiphenylsilyl)oxy)ethyl)(2-(pent-4-en-1-yloxy)ethyl)carbamate